Nitro-phenylendiamine [N+](=O)([O-])NC1=C(C=CC=C1)N